5-(4-((7-Ethyl-6-oxo-5,6-dihydro-1,5-naphthyridin-3-yl)methyl)piperazin-1-yl)-N-(3-Methyltetrahydrofuran-3-yl)pyridineamide C(C)C=1C(NC=2C=C(C=NC2C1)CN1CCN(CC1)C=1C=CC(=NC1)C(=O)NC1(COCC1)C)=O